C(C)(C)(C)OC(=O)NC1=C(C(=NN1C(C)C)C1=CC=C(C=C1)CC(=O)[O-])C#N 4-[5-(tert-butoxycarbonylamino)-4-cyano-1-isopropyl-pyrazol-3-yl]phenylacetate